Cl.FC1(C(CNCC1)C1CN(C(CC1)=O)CC(F)(F)F)F 4',4'-difluoro-1-(2,2,2-trifluoroethyl)-[3,3'-bipiperidin]-6-one, Hydrochloride